COC(CO[AlH2])OC dimethoxyethoxyaluminum hydride